4-(4-tert-butylaminopiperidin-1-yl)-quinoline hydrochloride Cl.C(C)(C)(C)NC1CCN(CC1)C1=CC=NC2=CC=CC=C12